1-ethyl-3-methylimidazolium (triflate) [O-]S(=O)(=O)C(F)(F)F.C(C)N1C=[N+](C=C1)C